O1C2=C(OCCC1)C=C(C=C2)S(=O)(=O)Cl 3,4-dihydro-2H-benzo[b][1,4]dioxepine-7-sulfonyl chloride